methyl 4-[4-(trifluoromethyl)-1-{[2-(trimethylsilyl)ethoxy]methyl}imidazol-2-yl]benzoate FC(C=1N=C(N(C1)COCC[Si](C)(C)C)C1=CC=C(C(=O)OC)C=C1)(F)F